C(C)(C)(C)OC(=O)N1CCC2(CC3NN4C(C(N3C2)=O)=C(C(C=C4)=O)OCC4=CC=CC=C4)CC1 9'-(benzyloxy)-8',10'-dioxo-3a',4',8',10'-tetrahydro-1'H,3'H-spiro[piperidine-4,2'-pyrido[2,1-f]pyrrolo[2,1-c][1,2,4]triazine]-1-carboxylic acid tert-butyl ester